tert-Butyl hexa-5-yn-1-ylcarbamate C(CCCC#C)NC(OC(C)(C)C)=O